ClC=1C(=NC(=C(C1)Cl)OC1=C(C=CC=C1)OC)C1CCCC=2N1C(NN2)=O [3,5-dichloro-6-(2-methoxyphenoxy)-2-pyridinyl]-5,6,7,8-tetrahydro-[1,2,4]triazolo[4,3-a]pyridin-3-one